(2S)-2-[(tert-Butoxycarbonyl)amino]-3-[4-(hydroxy)phenyl]-N-[2-(trifluoromethyl)benzyl]propanamide C(C)(C)(C)OC(=O)N[C@H](C(=O)NCC1=C(C=CC=C1)C(F)(F)F)CC1=CC=C(C=C1)O